((S)-oxiran-2-ylmethyl)carbamic acid tert-butyl ester C(C)(C)(C)OC(NC[C@@H]1OC1)=O